tert-Butyl N-(2-{2-[2-({6-[(methanesulfonyloxy)methyl]pyridin-3-yl}oxy)ethoxy]ethoxy}ethyl)carbamate CS(=O)(=O)OCC1=CC=C(C=N1)OCCOCCOCCNC(OC(C)(C)C)=O